ClC=1C(=C(C(=O)OCC)C=C(C1)NC(=O)C1(CC1)C1=C(C=C(C=C1)C(F)(F)F)F)C=1C=NC(=CC1)C(F)(F)F Ethyl 3-chloro-5-[({1-[2-fluoro-4-(trifluoromethyl) phenyl]cyclopropyl} carbonyl)amino]-2-[6-(trifluoromethyl) pyridin-3-yl]benzoate